4,6-Dimethyloctadecanol CC(CCCO)CC(CCCCCCCCCCCC)C